FC(C1=NN=C(S1)NC(=O)C1=NN2C(C(N(CC2)CC=2C(=NC=CC2)C)=O)=C1C)(F)F 3-methyl-5-(2-methylpyridin-3-ylmethyl)-4-oxo-4,5,6,7-tetrahydropyrazolo[1,5-a]pyrazine-2-carboxylic acid (5-trifluoromethyl[1,3,4]thiadiazol-2-yl)amide